C(CC(O)(C(=O)O)CC(=O)O)(=O)O.C12C3C(NC(C3C(CC1)C2)=O)=O 4-azatricyclo[5.2.1.02,6]Decane-3,5-dione citrate